5-chloro-6-hydrazineylnicotinic acid ClC=1C(=NC=C(C(=O)O)C1)NN